C(#N)CC(CCN(C)C)O L-(-)-3-cyano-2-hydroxypropyl-trimethylamine